C1(=CC=C(C=C1)N(C1=CC=C(C=C2C(NC(S2)=O)=O)C=C1)C1=CC=C(C=C1)C)C 5-(4-(di-p-tolylamino)benzylidene)thiazolidine-2,4-dione